CC(C#C)OC=1C=C(C=CC1OC)C(=C)C=1C(=NC(=CC1)OC)OC {1-[3-(but-3-yn-2-yloxy)-4-methoxyphenyl]vinyl}-2,6-dimethoxypyridine